FCCOC=1C=CC(=NC1)COC=1C=C2C(=NC1)C(N(C2)C=2C=CC(N(N2)C)=O)=O 6-(3-{[5-(2-Fluoroethoxy)pyridin-2-yl]methoxy}-7-oxo-5H,6H,7H-pyrrolo[3,4-b]pyridin-6-yl)-2-methyl-2,3-dihydropyridazin-3-one